N1(C=CC=C1)C[C@@H]1C[C@H](NC1)CONC(=O)[C@H]1N2C(N([C@H](CC1)C2)OS(=O)(=O)O)=O (2S,5R)-N-{[(2S,4R)-4-(1H-Pyrrol-1-ylmethyl)-pyrrolidin-2-yl]methyloxy}-7-oxo-6-(sulfooxy)-1,6-diazabicyclo[3.2.1]octane-2-carboxamide